6-(2-(aminomethyl)benzo[d]thiazol-6-yl)-5-methyl-2,3-diphenylpyrazolo[1,5-a]pyrimidin-7(4H)-one NCC=1SC2=C(N1)C=CC(=C2)C2=C(NC=1N(C2=O)N=C(C1C1=CC=CC=C1)C1=CC=CC=C1)C